N-[5-cyano-6-(1,2,3-triazol-2-yl)pyridin-3-yl]-4-cyclopropyl-3-(1-methyl-3,6-dihydro-2H-pyridin-4-yl)-1,2-thiazole-5-carboxamide C(#N)C=1C=C(C=NC1N1N=CC=N1)NC(=O)C1=C(C(=NS1)C=1CCN(CC1)C)C1CC1